3-(2,2-difluoro-3,3-dimethylbutoxy)-1H-pyrazole FC(COC1=NNC=C1)(C(C)(C)C)F